O1C=CCC2=CC=CC=C12 2-chromene